OOCCC=1C(=C(O)C=CC1O)CCOO bis-(2-hydroxyoxyethyl)hydroquinone